C(#N)C1(CC1)[C@H]1N(S(OC1)(=O)=O)C(=O)OCC1=CC=CC=C1 Benzyl (R)-4-(1-cyanocyclopropyl)-1,2,3-oxathiazolidine-3-carboxylate 2,2-dioxide